C(C1=CC=CC=C1)NC=1C2=C(N=C(N1)Cl)N(C=C2)[C@H]2[C@@H]([C@@H]([C@H](C2=O)COCP(O)(O)=O)O)F ({[(2R,3R,4S,5R)-5-[4-(benzylamino)-2-chloro-7H-pyrrolo[2,3-d]pyrimidin-7-yl]-4-fluoro-3-hydroxyoxocyclopent-2-yl]methoxy}methyl)phosphonic acid